4,5-dichloro-6-(difluoromethyl)pyrimidine ClC1=NC=NC(=C1Cl)C(F)F